ClC1=C(C(=CC=C1)F)CN1CC(N(C(C1)C)C(C(C)C)=O)C(=O)NCC1=CC=C(C=C1)C=1OC=CC1 4-[(2-chloro-6-fluorophenyl)methyl]-N-{[4-(furan-2-yl)phenyl]methyl}-6-methyl-1-(2-methylpropanoyl)piperazine-2-carboxamide